CN[C@@H](CCCN)C(=O)O Nα-Methylornithine